4-(chloromethyl)-2-methylpyridine hydrochloride Cl.ClCC1=CC(=NC=C1)C